3-chloro-2-methyl-5-nitrobenzoic acid ClC=1C(=C(C(=O)O)C=C(C1)[N+](=O)[O-])C